N-[(1S,2R)-2-aminocyclohexyl]-3-{2-[(3,5-dimethylphenyl)amino]pyrimidin-4-yl}-1H-pyrazole-5-carboxamide hydrochloride Cl.N[C@H]1[C@H](CCCC1)NC(=O)C1=CC(=NN1)C1=NC(=NC=C1)NC1=CC(=CC(=C1)C)C